(3aR,5s,6aS)-2-((tetrahydro-2H-pyran-4-yl)methyl-d2)-N-(6-(2,3,5-trifluorophenyl)pyridazin-3-yl)octahydrocyclopenta[c]pyrrol-5-amine O1CCC(CC1)C(N1C[C@@H]2[C@H](C1)CC(C2)NC=2N=NC(=CC2)C2=C(C(=CC(=C2)F)F)F)([2H])[2H]